tert-butyl (3S)-3-((4-(2-(4-(benzylsulfonylamino)-2,3,5-trifluoro-phenoxy)-3-pyridyl)pyrimidin-2-yl)amino)piperidine-1-carboxylate C(C1=CC=CC=C1)S(=O)(=O)NC1=C(C(=C(OC2=NC=CC=C2C2=NC(=NC=C2)N[C@@H]2CN(CCC2)C(=O)OC(C)(C)C)C=C1F)F)F